CN(C1=CC=C(C=C1)CCCCO)C 4-[4-(dimethylamino)phenyl]butane-1-ol